(2S)-2-[(2S)-2-acetamido-3-(1-methyl-1H-imidazol-5-yl)propionylamino]-5,5-dimethylhexanoic acid C(C)(=O)N[C@H](C(=O)N[C@H](C(=O)O)CCC(C)(C)C)CC1=CN=CN1C